1-((2-(oxetan-3-yl)-1,2,3,4-tetrahydroisoquinolin-7-yl)methyl)-1H-pyrazole O1CC(C1)N1CC2=CC(=CC=C2CC1)CN1N=CC=C1